(S)-2-amino-3-(1H-imidazol-1-yl)propanoic acid N[C@H](C(=O)O)CN1C=NC=C1